FC=1C(=C(C(=CC1)F)CO)CO [3,6-difluoro-2-(hydroxymethyl)phenyl]methanol